2,3,5,6-tetrahydroxy-2-hexenoic acid OC(C(=O)O)=C(CC(CO)O)O